6-Bromobenzo[d]isoxazol-3(2H)-one BrC1=CC2=C(C(NO2)=O)C=C1